8-(trifluoromethyl)-4H-1,4-benzoxazine-3-thione FC(C1=CC=CC=2NC(COC21)=S)(F)F